C(C)(C)(C)OC(=O)N1C[C@@H](OC[C@H]1C1=CC=C(C=C1)Br)C (2s,5r)-5-(4-bromophenyl)-2-methylmorpholine-4-carboxylic acid tert-butyl ester